2-(2-fluoro-5-nitrophenyl)-4-phenylthiophene FC1=C(C=C(C=C1)[N+](=O)[O-])C=1SC=C(C1)C1=CC=CC=C1